C1(CCCCC1)CNCC=1C=CC=2N(C1)C=C(N2)CNC(=O)C=2C=NC1=CC=CC=C1C2 N-[(6-{[(cyclohexylmethyl)amino]methyl}imidazo[1,2-a]pyridin-2-yl)methyl]quinoline-3-carboxamide